Aluminum copper lithium [Li].[Cu].[Al]